(R)-6-(4-(cyclobutylmethylamino)pyrimidin-2-ylamino)-4-isopropyl-1,3-dimethyl-3,4-dihydroquinoxalin-2(1H)-one C1(CCC1)CNC1=NC(=NC=C1)NC=1C=C2N([C@@H](C(N(C2=CC1)C)=O)C)C(C)C